(1R,3S)-N-(5-chloro-4-(5,5-dimethyl-5,6-dihydro-4H-pyrrolo[1,2-b]pyrazol-3-yl)pyridine-2-Yl)-3-(1-methyl-1H-pyrazol-5-yl)cyclohexane-1-carboxamide ClC=1C(=CC(=NC1)NC(=O)[C@H]1C[C@H](CCC1)C1=CC=NN1C)C1=C2N(N=C1)CC(C2)(C)C